ClC(OC1=CC=C(C=C1)NC(C1=CN=C(C(=C1)C=1C=C2C(=NC1)CC=1C2=NN(C1)C1=NC2=CC=CC=C2C=N1)N1C[C@@H](CC1)F)=O)(F)F (R)-N-(4-(chlorodifluoromethoxy)phenyl)-6-(3-fluoropyrrolidin-1-yl)-5-(2-(quinazolin-2-yl)-2,4-dihydropyrazolo[3',4':3,4]cyclopenta[1,2-b]pyridin-7-yl)nicotinamide